2-((2-cyclohexenyl)oxycarbonyl)ethyltrimethoxysilane C1(C=CCCC1)OC(=O)CC[Si](OC)(OC)OC